(S)-N-((R)-1-(4-(1H-imidazol-4-yl)thiophen-2-yl)ethyl)-7-((9,9-difluoro-9H-fluorene-3-carbonyl)glycyl)-1,4-dioxa-7-azaspiro[4.4]nonane-8-carboxamide N1C=NC(=C1)C=1C=C(SC1)[C@@H](C)NC(=O)[C@H]1N(CC2(OCCO2)C1)C(CNC(=O)C=1C=CC=2C(C3=CC=CC=C3C2C1)(F)F)=O